N1(CCC1)C1=NC=C(C=N1)C(C(F)F)O 1-(2-(Azetidin-1-yl)pyrimidin-5-yl)-2,2-difluoroethanol